2-(2,6-dioxopiperidin-3-yl)-5-(2,6-diazaspiro[3.3]heptan-2-yl)isoindoline-1,3-dione O=C1NC(CCC1N1C(C2=CC=C(C=C2C1=O)N1CC2(C1)CNC2)=O)=O